4-{2-chloro-3-[(3,5-dimethyl-1H-pyrazol-1-yl) methyl]-4-(methylsulfonyl) benzoyl}-1,3-dimethyl-1H-pyrazol-5-yl-1,3-dimethyl-1H-pyrazole-4-carboxylate ClC1=C(C(=O)C=2C(=NN(C2C2=C(C(=NN2C)C)C(=O)[O-])C)C)C=CC(=C1CN1N=C(C=C1C)C)S(=O)(=O)C